n-butyl D-pyroglutamate N1[C@H](CCC1=O)C(=O)OCCCC